pentyl N,N-dipentylcarbamate C(CCCC)N(C(OCCCCC)=O)CCCCC